1-ethyl-3-iodo-1H-pyrazole C(C)N1N=C(C=C1)I